[Cl-].C[P+](CCCCCCCC)(CCCCCCCC)CCCCCCCC methyltri(1-octyl)phosphonium chloride